C1(=CC=CC=C1)NC=1SC2=C(N1)C=CC=C2 2-(phenylamino)-1,3-benzothiazol